6-Bromopyrrolo[1,2-b]pyridazin-4-ol BrC=1C=C2N(N=CC=C2O)C1